2-((2-chloro-7H-pyrrolo[2,3-d]pyrimidin-7-yl)methyl)butan-1-ol ClC=1N=CC2=C(N1)N(C=C2)CC(CO)CC